6-(2,4-dimethylphenyl)-2-(4-(1-hydroxyethyl)phenyl)phthalazin-1(2H)-one CC1=C(C=CC(=C1)C)C=1C=C2C=NN(C(C2=CC1)=O)C1=CC=C(C=C1)C(C)O